FC(C(=O)O)(F)F.COC1=C(/C=C/C2=NNC3=CC(=CC=C23)\C=C/2\C(NCC2C2=CC=CC=C2)=O)C=CC(=C1)CN1CCCCC1 (E)-3-((3-((E)-2-methoxy-4-(piperidin-1-ylmethyl)styryl)-1H-indazol-6-yl)methylene)-4-phenylpyrrolidin-2-one trifluoroacetate